tert-Butyl 4-(4-((6-phenoxypyridin-3-yl)amino)quinazolin-6-yl)piperazine-1-carboxylate O(C1=CC=CC=C1)C1=CC=C(C=N1)NC1=NC=NC2=CC=C(C=C12)N1CCN(CC1)C(=O)OC(C)(C)C